prop-2-en-1-yl 2-(5-[(5-chlorothiophen-2-yl)methyl]amino-1-(1,3-thiazole-4-carbonyl)-1H-pyrazol-3-yl)pyrrolidine-1-carboxylate ClC1=CC=C(S1)CNC1=CC(=NN1C(=O)C=1N=CSC1)C1N(CCC1)C(=O)OCC=C